(((1-(6-amino-9H-purin-9-yl) propan-2-yl) oxy) methyl) phosphonate P(OCOC(CN1C2=NC=NC(=C2N=C1)N)C)([O-])=O